3-ethyl-1,3-propanediol dibenzoate C(C1=CC=CC=C1)(=O)OCCC(OC(C1=CC=CC=C1)=O)CC